S1C(=CC=C1)C=1C(=NC2=CC=CC=C2N1)O 3-(thiophene-2-yl)quinoxaline-2-ol